CC1C(C(=NS1)Cl)=O methyl-(chloro)isothiazolinone